NCCC(C)(C)C1=C(C(=CC(=C1)SC(C)(C)SC1=CC(=C(C(=C1)C(C)(C)C)O)C(C)(C)C)C(C)(C)C)O 2-(4-amino-2-methylbutan-2-yl)-6-(tert-butyl)-4-((2-((3,5-di-tert-butyl-4-hydroxyphenyl)thio)propan-2-yl)thio)phenol